C1=CC(=CC=2C3=CC=CC=C3NC12)N1C2=CC=CC=C2C=2C=CC=CC12 9H-3,9'-bicarbazole